(R)-3-(4-(trifluoromethyl)phenoxy)piperidine FC(C1=CC=C(O[C@H]2CNCCC2)C=C1)(F)F